C(C)OC(C(C(=O)OCC)C(NC1=CC=C(C=C1)S(NC=1SC=CN1)(=O)=O)C1=CC=CC=C1)=O 2-(phenyl-((4-(N-(thiazol-2-yl)sulfamoyl)phenyl)amino)methyl)malonic acid diethyl ester